FC(OC[C@H]1N2CC(C[C@@]2(CC1)CO)=C)F ((5S,7aS)-5-((difluoromethoxy)methyl)-2-methylenetetrahydro-1H-pyrrolizin-7a(5H)-yl)methanol